CN(C(=O)NC=1C=NC=C(C1)C(F)(F)F)C1CC2(CN(C2)C(=O)C=2C=NN3C2C=CC(=C3)C=3C=NC=NC3)C1 1-methyl-1-(2-(6-(pyrimidin-5-yl)pyrazolo[1,5-a]pyridine-3-carbonyl)-2-azaspiro[3.3]heptan-6-yl)-3-(5-(trifluoromethyl)pyridin-3-yl)urea